C1(CCCCC1)C(C(=O)OC)(C(C(=O)OC)C1CCCCC1)C#N dimethyl 2,3-dicyclohexyl-2-cyanosuccinate